ClC1=CC=C(C=C1)C(N1C[C@@H](N(C[C@H]1C)C1=CC=2N(C3=C1N=C(N3C[C@H]3OCCC3)C)C=NN2)C)C2CC(C2)(F)F 4-((2S,5R)-4-((4-chlorophenyl)(3,3-difluorocyclobutyl)methyl)-2,5-dimethylpiperazin-1-yl)-2-methyl-1-(((S)-tetrahydrofuran-2-yl)methyl)-1H-imidazo[4,5-e][1,2,4]triazolo[4,3-a]pyridine